5-(aminomethyl)pyridine-2-carbonitrile NCC=1C=CC(=NC1)C#N